C(C)OC(CCCCCCCCCCCCCCC)O ethoxycetyl alcohol